(±)-4-[2-(1,3-Dimethylpyrazol-4-yl)azepan-1-yl]-6-methyl-pyrimidin-2-amine CN1N=C(C(=C1)[C@@H]1N(CCCCC1)C1=NC(=NC(=C1)C)N)C |r|